Sodium (2S,5R)-2-(imino (((R)-1-methylpiperidin-3-yl) methoxy) methyl)-7-oxo-1,6-diazabicyclo[3.2.1]octan-6-yl sulfate S(=O)(=O)(ON1[C@@H]2CC[C@H](N(C1=O)C2)C(OC[C@H]2CN(CCC2)C)=N)[O-].[Na+]